ClC1=CC=C(C=C1)C=1N=C2N(C=CC=N2)C1CN1CC2CCC(C1)N2C(=O)NCC2=C(C=CC=C2)C 3-{[2-(4-chlorophenyl)imidazo[1,2-a]pyrimidin-3-yl]methyl}-N-(2-methylbenzyl)-3,8-diazabicyclo[3.2.1]octane-8-carboxamide